(7S,13R)-9-(2-chloro-6-fluoro-phenyl)-13-(difluoromethyl)-7-methyl-3-pyridazin-3-yl-16-thia-2,4,5,8-tetraazatetracyclo[8.6.0.02,6.011,15]hexadeca-1(10),3,5,8,11(15)-pentaene ClC1=C(C(=CC=C1)F)C1=N[C@H](C2=NN=C(N2C=2SC=3C[C@@H](CC3C12)C(F)F)C=1N=NC=CC1)C